CC1=CC=C(C=C1)S(=O)(=O)OCCN(C)C(=O)OC(C)(C)C 2-((tert-butoxycarbonyl)(methyl)amino)ethyl 4-toluenesulfonate